C(C)C=1N=C2N(C=C(C=C2)N2CCS(CC2)(=O)=O)C1N(C)C=1SC=C(N1)C1=CC=C(C=C1)F 4-(2-ethyl-3-((4-(4-fluorophenyl)thiazol-2-yl)(methyl)amino)imidazo[1,2-a]pyridin-6-yl)-thiomorpholine 1,1-dioxide